tert-butyl 6-(8-(benzo[d]thiazol-2-ylcarbamoyl)-3,4-dihydroisoquinolin-2(1H)-yl)-3-(3-(2-(2-(2-ethoxy-2-oxoethyl)-2-azaspiro[3.3]heptan-6-yl)ethoxy)-2-methylphenyl)picolinate S1C(=NC2=C1C=CC=C2)NC(=O)C=2C=CC=C1CCN(CC21)C2=CC=C(C(=N2)C(=O)OC(C)(C)C)C2=C(C(=CC=C2)OCCC2CC1(CN(C1)CC(=O)OCC)C2)C